CCOCCN1C(=NC2=CC=CC=C12)N3CCN(CCC3)C.C(=C\\C(=O)O)\\C(=O)O.C(=C\\C(=O)O)\\C(=O)O The molecule is the fumaric acid salt of emedastine containing two molecules of fumaric acid for each molecule of emedastine. A relatively selective histamine H1 antagonist, it is used for allergic rhinitis, urticaria, and pruritic skin disorders, and in eyedrops for the symptomatic relief of allergic conjuntivitis. It has a role as a H1-receptor antagonist, an anti-allergic agent and an antipruritic drug. It contains an emedastine.